1-(5-{1-[(tert-butoxy)carbonyl]-5-[(tert-butyldimethylsilyl)oxy]-1H-indol-2-yl}-6-fluoropyridin-2-yl)azetidine-3-carboxylic acid C(C)(C)(C)OC(=O)N1C(=CC2=CC(=CC=C12)O[Si](C)(C)C(C)(C)C)C=1C=CC(=NC1F)N1CC(C1)C(=O)O